FC=1C=C(C=CC1F)NC(=O)N1CC=2N(C[C@H]1C)C=NC2C(=O)N[C@@H](C(F)(F)F)C (R)-N7-(3,4-Difluorophenyl)-6-methyl-N1-((R)-1,1,1-trifluoropropan-2-yl)-5,6-dihydroimidazo[1,5-a]pyrazine-1,7(8H)-dicarboxamide